(S)-3,3'-di-9-phenanthryl-1,1'-binaphthol phosphate P(=O)(O)(O)OC=1C(=C2C=CC=CC2=CC1C=1C2=CC=CC=C2C=2C=CC=CC2C1)C1=CC(=CC2=CC=CC=C12)C=1C2=CC=CC=C2C=2C=CC=CC2C1